ClC1=C(C=CC=C1NC(C1=NC=C(C=C1)CN1C[C@@H](CC1)O)=O)C1=C(C(=CC=C1)NC=1N=CC=C2C=C(C=NC12)CN1C[C@@H](CC1)O)C N-(2-chloro-3'-((3-(((R)-3-hydroxypyrrolidin-1-yl)methyl)-1,7-naphthyridin-8-yl)amino)-2'-methyl-[1,1'-biphenyl]-3-yl)-5-(((R)-3-hydroxypyrrolidin-1-yl)methyl)picolinamide